C(#N)C1=C(N=C(S1)NC([C@@H](N1C(NC2=CC=CC=C2C1=O)=O)C(C)C)=O)C (αS)-N-(5-Cyano-4-methyl-2-thiazolyl)-1,4-dihydro-α-(1-methylethyl)-2,4-dioxo-3(2H)-quinazolineacetamide